N-[2-(2,6-difluorophenyl)-2H-1,2,3-triazol-4-yl]-2-(trifluoromethyl)-benzamide FC1=C(C(=CC=C1)F)N1N=CC(=N1)NC(C1=C(C=CC=C1)C(F)(F)F)=O